NC1=C2N=C(N(C2=NC=N1)CCC(=O)N)SC1=CC2=C(CCO2)C=C1I 3-[6-Amino-8-(5-iodo-2,3-dihydro-benzofuran-6-ylsulfanyl)-purin-9-yl]-propionamide